ClC=1C=C2C(=NC(=NC2=C(C1C1=CC(=CC2=CC=CC=C12)O)F)N1CC(C1)N(C)C)C1CCN(CC1)C(=O)OC(C)(C)C tert-butyl (R or S)-4-(6-chloro-2-(3-(dimethylamino)azetidin-1-yl)-8-fluoro-7-(3-hydroxynaphthalen-1-yl)quinazolin-4-yl)piperidin-1-carboxylate